(6aS,9R)-N,N-diethyl-5-fluoro-7-methyl-4,6,6a,7,8,9-hexahydroindolo[4,3-fg]quinoline-9-carboxamide C(C)N(C(=O)[C@H]1CN([C@H]2CC=3C4=C(C2=C1)C=CC=C4NC3F)C)CC